N1C(=NC=C1)C1=NC=C2N1CC[C@@H](C2)C=2C(=C(C=CC2F)NS(=O)(=O)C=2C(=NC=C(C2)Cl)OC)F (S)-N-(3-(3-(1H-imidazol-2-yl)-5,6,7,8-tetrahydroimidazo[1,5-a]pyridin-7-yl)-2,4-difluorophenyl)-5-chloro-2-methoxy-pyridine-3-sulfonamide